C(C)(C)(C)NC=1OC(C2=C(N1)C=CC=C2)C2=NN=NN2C(C)(C)C N-(tert-butyl)-4-(1-(tert-butyl)-1H-tetrazol-5-yl)-4H-benzo[d][1,3]oxazin-2-amine